C1(=CC=CC2=CC=CC=C12)C=CC1=CC=NC=C1 4-(1-naphthylvinyl)pyridine